C12(C(CC(C=C1)C2)C(=O)O)C(=O)O bicyclo[2.2.1]hept-5-ene-dicarboxylic acid